4-dodecyl-9,9-dimethyl-9H-xanthene C(CCCCCCCCCCC)C1=CC=CC=2C(C3=CC=CC=C3OC12)(C)C